Methylen-Diphenylen-Diamin C(C1=C(C=CC=C1)N)C1=C(C=CC=C1)N